3,5,7,8-tetrahydro-2-[4-[2-(methylsulfonyl)phenyl]-1-piperazinyl]-4H-thiopyrano[4,3-d]pyrimidin-4-one CS(=O)(=O)C1=C(C=CC=C1)N1CCN(CC1)C=1NC(C2=C(N1)CCSC2)=O